N-(9-((3aR,5R,6aS)-2,2-di-tert-butyl-6-methoxytetrahydrofurano[2,3-d][1,3,2]dioxasilol-5-yl)-9H-purin-6-yl)-N-methylbenzamide C(C)(C)(C)[Si]1(O[C@@H]2[C@@H](O1)O[C@H](C2OC)N2C1=NC=NC(=C1N=C2)N(C(C2=CC=CC=C2)=O)C)C(C)(C)C